tert-Butyl 3-(isopropylamino)azetidine-1-carboxylate C(C)(C)NC1CN(C1)C(=O)OC(C)(C)C